COC(CCC1=CC(=C(C(=C1)CC1=C(C(=CC(=C1)C(C)(C)C)C)O)O)C(C)(C)C)=O 3-(3-(tert-butyl)-5-(3-methyl-5-(tert-butyl)-2-hydroxybenzyl)-4-hydroxyphenyl)propionic acid methyl ester